C1(CC1)N1C=C(C(C2=CC(=C(C=C12)N1CCN(CC1)CC)F)=O)C(=O)O 1-cyclopropyl-7-(4-ethyl-1-piperazinyl)-6-fluoro-1,4-dihydro-4-oxo-3-quinolinecarboxylic acid